BrC=1C(=NC(N(C1)[C@H](C(=O)OC)CC(C)C)=O)C(F)(F)F methyl (S)-2-(5-bromo-2-oxo-4-(trifluoromethyl) pyrimidin-1(2H)-yl)-4-methylpentanoate